C(CCCCCCCCC(=O)OCCCCCCCC)(=O)OCCCCCCCC di-octyl sebacate